N-{[1-(3-chloropyridin-4-yl)azetidin-3-yl]methyl}-6,7-dimethoxy-1H,2H,3H-cyclopenta[b]quinolin-9-amine ClC=1C=NC=CC1N1CC(C1)CNC1=C2C(=NC=3C=C(C(=CC13)OC)OC)CCC2